CC1(CN(C1)C1=NC=CC2=C1N=C(N=C2)NC=2C(=NC=1CCN(CC1C2)C)OCC)C 8-(3,3-dimethyl-azetidin-1-yl)-N-(2-ethoxy-6-methyl-5,6,7,8-tetrahydro-1,6-naphthyridin-3-yl)pyrido[3,4-d]pyrimidin-2-amine